(R)-6-chloro-3-((1-(2-cyano-3-(4-hydroxypiperidin-1-yl)-7-methylquinoxalin-5-yl)ethyl)amino)picolinic acid ClC1=CC=C(C(=N1)C(=O)O)N[C@H](C)C1=C2N=C(C(=NC2=CC(=C1)C)C#N)N1CCC(CC1)O